2-(p-chloro-benzyl)-2-(2'-dimethylaminoethoxy)-1,7,7-trimethylbicyclo[2.2.1]heptane ClC1=CC=C(CC2(C3(CCC(C2)C3(C)C)C)OCCN(C)C)C=C1